2-(2-hydroxy-5-butoxyphenyl)benzotriazole OC1=C(C=C(C=C1)OCCCC)N1N=C2C(=N1)C=CC=C2